[Al].[Y].[Er] erbium yttrium-aluminum